O[C@H](C)C1=CC2=C(N=C(N=C2)NC2=NC=3CCN(CC3C=C2)CC#N)C(=N1)N1CCCCC1 2-[2-[[6-[(1R)-1-hydroxyethyl]-8-piperidin-1-ylpyrido[3,4-d]pyrimidin-2-yl]amino]-7,8-dihydro-5H-1,6-naphthyridin-6-yl]acetonitrile